BrCCO[C@H]1[C@@H]2[C@H](OC1)[C@@H](CO2)OC (3R,3aR,6R,6aR)-3-(2-bromoethoxy)-6-methoxyhexahydrofuro[3,2-b]furan